C(C)(=O)C=1C(=NC(=CC1)N1C=NC2=C1C=C(C=C2)NC=2N=NC(=CC2)C)N2[C@H]1[C@H](CC2)N(CC1)C(=O)OC(C)(C)C |r| tert-butyl rac-trans-1-[3-acetyl-6-[6-[(6-methylpyridazin-3-yl)amino]benzimidazol-1-yl]-2-pyridyl]-2,3,3a,5,6,6a-hexahydropyrrolo[3,2-b]pyrrole-4-carboxylate